C1(CC1)C1=C(C=C(C=C1)OC)CO (2-cyclopropyl-5-methoxyphenyl)methanol